C[C@H](C1=NC=CC2=C1NC3=CC=CC=C23)O The molecule is a member of the class of beta-carbolines that is beta-carboline substituted by a 1-hydroxyethyl group at position 1 (the R enantiomer). It has been isolated from the mycelia of Cordyceps sinensis. It has a role as a fungal metabolite. It is a member of beta-carbolines and a secondary alcohol. It derives from a hydride of a beta-carboline.